n-Hexadecyl dodecyl ketone C(CCCCCCCCCCC)C(=O)CCCCCCCCCCCCCCCC